[Cl-].[Cl-].C=[Zr+2](C1=C(C(=CC=2C3=CC(=C(C=C3CC12)C)C(C)(C)C)C(C)(C)C)C)C1C=CC=C1 methylene(cyclopentadienyl)(2,7-dimethyl-3,6-di-t-butylfluorenyl)zirconium dichloride